azetidin-1-ium 2,2,2-trifluoroacetate FC(C(=O)[O-])(F)F.[NH2+]1CCC1